ClC1=CC(=NC(=C1)OC)C(C)=O 1-(4-Chloro-6-methoxypyridin-2-yl)ethan-1-one